OC=1C=C(CNC(C)=O)C=CC1O N-(3,4-dihydroxybenzyl)acetamide